N,N'-diphenyl-N,N'-bis-[4-(di-m-tolyl-amino)-phenyl]-biphenyl-4,4-diamine C1(=CC=CC=C1)N(C1(CC=C(C=C1)C1=CC=CC=C1)N(C1=CC=C(C=C1)N(C=1C=C(C=CC1)C)C=1C=C(C=CC1)C)C1=CC=CC=C1)C1=CC=C(C=C1)N(C=1C=C(C=CC1)C)C=1C=C(C=CC1)C